3-deazapurine N1=CC=C2N=CNC2=C1